8-[(3R)-1-acetylpyrrolidin-3-yl]oxy-4-[(2R)-3-(3,4-dihydro-1H-isoquinolin-2-yl)-2-hydroxypropyl]-2,3-dihydro-1,4-benzoxazepin-5-one C(C)(=O)N1C[C@@H](CC1)OC1=CC2=C(C(N(CCO2)C[C@@H](CN2CC3=CC=CC=C3CC2)O)=O)C=C1